syringaldehyde methacrylate C(C(=C)C)(=O)O.C(C1=CC(OC)=C(O)C(OC)=C1)=O